6-{[(tert-butyldimethylsilyl)oxy]methyl}-5-methoxypyrazine-2-carboxylic acid [Si](C)(C)(C(C)(C)C)OCC1=C(N=CC(=N1)C(=O)O)OC